FC12CC3(CC(C4=C(C(C1)C3)C=CC=C4)C2)NC(=O)NC2CCN(CC2)C(=O)C2CC2 1-(9-fluoro-5,6,8,9,10,11-hexahydro-7H-5,9:7,11-dimethanobenzo[9]annulen-7-yl)-3-(1-(cyclopropanecarbonyl)piperidin-4-yl)urea